ClC=1C=C(C=NC1N1N=CC=N1)NC(=O)C=1C=NN(C1C(F)(F)F)C1=C2C(=C(N=C1)C)SC=C2 N-(5-Chloro-6-(2H-1,2,3-triazol-2-yl)pyridin-3-yl)-1-(7-methylthieno[2,3-c]-pyridin-4-yl)-5-(trifluoromethyl)-1H-pyrazol-4-carboxamid